ClC=1C(=C(C(=CC1)F)[C@@H](NC(=O)C1CC2(C1)NC(N(CC2)C)=O)C2CCCC2)F (2S,4R)-N-((S)-(3-chloro-2,6-difluorophenyl)(cyclopentyl)methyl)-7-methyl-6-oxo-5,7-diazaspiro[3.5]nonane-2-carboxamide